OCCCCCCOC1=CC=C(C=C1)C=CC(=O)C1=CC=CC=C1 3-[4-(6-Hydroxyhexoxy)phenyl]-1-phenylprop-2-en-1-one